COC[C@@H](C1=CC(=CC=C1)OC(F)(F)F)N[S@](=O)C(C)(C)C (R)-N-((R)-2-methoxy-1-(3-(trifluoromethoxy)phenyl)ethyl)-2-methylpropane-2-sulfinamide